CN1C(C(=C(C2=CC(=C(C=C12)OC1COCC1)C)N1CCC(CC1)C1=NC(=NO1)C1=C(C=CC=C1)C)C(=O)N)=O 1,6-dimethyl-4-{4-[3-(2-methyl-phenyl)-1,2,4-oxadiazol-5-yl]piperidin-1-yl}-2-oxo-7-[(oxolan-3-yl)oxy]-1,2-dihydroquinoline-3-carboxamide